4'-{[(4-cis)-4-methoxy-1-{[4-(propan-2-yl)phenyl]carbamoyl}-DL-prolyl]amino}[1,1'-biphenyl]-4-carboxylic acid COC1C[C@H](N(C1)C(NC1=CC=C(C=C1)C(C)C)=O)C(=O)NC1=CC=C(C=C1)C1=CC=C(C=C1)C(=O)O |r|